(S)-3-(1-(3-(piperidin-1-yl)propyl)pyrrolidin-2-yl)pyridine N1(CCCCC1)CCCN1[C@@H](CCC1)C=1C=NC=CC1